ClC1=NC=C(C(=N1)Cl)C=1OC=CN1 (2,4-dichloropyrimidin-5-yl)oxazole